CN(C(=O)C1CCC2C3CCC=4[C@](CCN(C(C4)=O)C)(C3C(C[C@@]21C)=O)C)C (5aR,7aS)-N,N,3,5a,7a-pentamethyl-2,6-dioxo-2,3,4,5,5a,5b,6,7,7a,8,9,10,10a,10b,11,12-hexadecahydrocyclopenta[5,6]naphtho[1,2-d]azepine-8-carboxamide